ethyl 10-acetyl-9-(benzyloxy)-6-isopropyl-2-oxo-2,6,7,11b-tetrahydro-1H-pyrido[2,1-a]isoquinoline-3-carboxylate C(C)(=O)C1=C(C=C2CC(N3C(C2=C1)CC(C(=C3)C(=O)OCC)=O)C(C)C)OCC3=CC=CC=C3